C(C1=CC=CC=C1)(C1=CC=CC=C1)C1CCN(CC1)CCCC(=O)C1=CC=C(C=C1)C(C(=O)O)(C)C 2-(4-(4-(4-(benzhydryl)piperidin-1-yl)butyryl)phenyl)-2-methylpropanoic acid